Prop-2-en-1-yl-4-[1-(2,3-Dimethylphenyl)ethyl]-1H-imidazol-1-carboxylat C(C=C)OC(=O)N1C=NC(=C1)C(C)C1=C(C(=CC=C1)C)C